8-[5-(2,8-dimethylimidazo[1,2-b]pyridazin-6-yl)-7-fluoro-indazol-2-yl]-5-azaspiro[3.5]nonane-5-carboxylic acid tert-butyl ester C(C)(C)(C)OC(=O)N1C2(CCC2)CC(CC1)N1N=C2C(=CC(=CC2=C1)C=1C=C(C=2N(N1)C=C(N2)C)C)F